C(C)OC(=O)C1=NNC2=CC=CC=C12 Indazole-3-carboxylic acid ethyl ester